FC=1C=C(C(=O)NC2=C(C=C(C=C2)C=2CCNCC2)OC)C=CC1C=1CCNCC1 3-fluoro-N-[2-methoxy-4-(1,2,3,6-tetrahydro-pyridin-4-yl)-phenyl]-4-(1,2,3,6-tetrahydro-pyridin-4-yl)-benzamide